C(\C=C\C=C\C)(=O)OCCC 3-propyl sorbate